2,4,6-trimethylbenzoylphenyl-phosphine oxide CC1=C(C(=O)P(C2=CC=CC=C2)=O)C(=CC(=C1)C)C